6-Ethyl-1H-pyrrolo[2,3-C]pyridin-7-one C(C)N1C(C2=C(C=C1)C=CN2)=O